Perfluorohexyl-sulfonyl-acetic acid FC(C(=O)O)(S(=O)(=O)C(C(C(C(C(C(F)(F)F)(F)F)(F)F)(F)F)(F)F)(F)F)F